tert-butyl (S)-4-(3-((benzyloxy)carbonyl)phenyl)-3-(2-methoxy-2-oxoethyl)piperazine-1-carboxylate C(C1=CC=CC=C1)OC(=O)C=1C=C(C=CC1)N1[C@H](CN(CC1)C(=O)OC(C)(C)C)CC(=O)OC